bis(4-t-butyl cyclohexyl) peroxydicarbonate C(=O)(OC1CCC(CC1)C(C)(C)C)OOC(=O)OC1CCC(CC1)C(C)(C)C